C1(=CC=CC=C1)[S+](C1=CC=CC=C1)C1=CC=CC=C1.FC(S(=O)(=O)[O-])(F)F trifluoromethanesulfonic acid triphenylsulfonium salt